2-(trifluoromethoxy)phenol FC(OC1=C(C=CC=C1)O)(F)F